CC1N(CCC1)BBr (2-methyl-pyrrolidino)bromoborane